O=S1(OCC(N1C(=O)OC(C)(C)C)C(=O)OCC1=CC=CC=C1)=O 4-O-benzyl 3-O-tert-butyl 2,2-dioxooxathiazolidine-3,4-dicarboxylate